2,2-difluoro-3-(3-phenylphenyl)-3-butenoic acid n-hexyl ester C(CCCCC)OC(C(C(=C)C1=CC(=CC=C1)C1=CC=CC=C1)(F)F)=O